tert-butyl (2-(2-((2S*,4R*)-2-(aminoethyl)-5-chloro-2-phenyl-2,3-dihydrobenzofuran-4-yl)-3-fluorophenoxy)ethyl)carbamate NCC[C@]1(OC2=C(C1)C(=C(C=C2)Cl)C2=C(OCCNC(OC(C)(C)C)=O)C=CC=C2F)C2=CC=CC=C2 |o1:3|